4-methyl-N-(8-quinolinyl)benzamide ethyl-2-(3-bromophenyl)-2-methylpropanoate C(C)OC(C(C)(C)C1=CC(=CC=C1)Br)=O.CC1=CC=C(C(=O)NC=2C=CC=C3C=CC=NC23)C=C1